(2,5-Diethylfuran-3-yl)-1-{[2-(dimethylamino)ethyl](1-methyl-1H-pyrazol-4-yl)sulfamoyl}urea C(C)C=1OC(=CC1N(C(=O)N)S(N(C=1C=NN(C1)C)CCN(C)C)(=O)=O)CC